[(1E,3E,5E,7E,9E,11E,13E,15E,17E)-18-[(1R,4R)-4-hydroxy-2,6,6-trimethylcyclohex-2-enyl]-3,7,12,16-tetramethyloctadeca-1,3,5,7,9,11,13,15,17-nonaenyl]-3,5,5-trimethylcyclohexen-1-ol O[C@H]1C=C([C@@H](C(C1)(C)C)/C=C/C(=C/C=C/C(=C/C=C/C=C(/C=C/C=C(/C=C/C1=C(CC(CC1C)(C)C)O)\C)\C)/C)/C)C